4-(((6-((5-fluoroisoindolin-2-yl)methyl)-4-oxo-4H-pyran-3-yl)oxy)methyl)-N,N-dimethylpiperidine-1-sulfonamide FC=1C=C2CN(CC2=CC1)CC1=CC(C(=CO1)OCC1CCN(CC1)S(=O)(=O)N(C)C)=O